OCC(CCO)S(=O)(=O)[O-].[Na+] Sodium 1,4-dihydroxy-2-butanesulfonate